CC1(CCC(C2=CC(=CC=C12)C)(C)C)C 1,1,4,4,6-pentamethyl-1,2,3,4-tetrahydronaphthalene